N-(6-bromobiphenyl-3-yl)-N-{4-(9,9-dimethylfluoren-2-yl)phenyl}amine BrC1=CC=C(C=C1C1=CC=CC=C1)NC1=CC=C(C=C1)C1=CC=2C(C3=CC=CC=C3C2C=C1)(C)C